FC(CC1=C(NC2=CC=C(C=C12)C=1OC(=NN1)[C@H]1CNCCC1)C1=C2C(=NC=C1)NN=C2)F (R)-2-(3-(2,2-difluoroethyl)-2-(1H-pyrazolo[3,4-b]pyridin-4-yl)-1H-indol-5-yl)-5-(piperidin-3-yl)-1,3,4-oxadiazole